1-(3-fluoro-4-methylbenzyl)-2,5-dioxo-2,3,4,5-tetrahydro-1H-benzo[b]azepine-8-carbonitrile FC=1C=C(CN2C3=C(C(CCC2=O)=O)C=CC(=C3)C#N)C=CC1C